C[C@@H]1CCNC(OCC=2C=CC=C(C3=NN(C4=CC=C(O1)C=C34)C3OCCCC3)N2)=O (13R)-13-methyl-19-(oxan-2-yl)-8,14-dioxa-10,19,20,23-tetraazatetracyclo[13.5.2.12,6.018,21]tricosa-1(20),2,4,6(23),15,17,21-heptaen-9-one